p-bis(1-isocyanato-1-methylethyl)benzene (S)-(tert-butyl-2-(4-((4-amino-2-(pent-2-yloxy)imidazo[2,1-f][1,2,4]triazin-7-yl)methyl)piperidin-1-yl)ethyl)carbamate C(C)(C)(C)[C@@H](CNC(O)=O)N1CCC(CC1)CC1=CN=C2C(=NC(=NN21)OC(C)CCC)N.N(=C=O)C(C)(C)C2=CC=C(C=C2)C(C)(N=C=O)C